4-butoxymethyl-1,3-dioxolane C(CCC)OCC1OCOC1